NC1=NC2=C(C(=CC=C2C(=C1)NCCCO)C1=NNC=C1)F 3-((2-Amino-8-fluoro-7-(1H-pyrazol-3-yl)quinolin-4-yl)amino)propan-1-ol